FC=1C(=NC(=NC1)N[C@H]1[C@@H](COCC1)O)C1=CC=C2C(C=C(N(C2=C1)C(C)C)CN1C[C@@H]([C@@H](C1)O)F)=O 7-(5-fluoro-2-(((3S,4R)-3-hydroxytetrahydro-2H-pyran-4-yl)amino)pyrimidin-4-yl)-2-(((3S,4R)-3-fluoro-4-hydroxypyrrolidin-1-yl)methyl)-1-isopropylquinolin-4(1H)-one